CC=1C=CC(=NC1)NS(=O)(=O)C1=CC=C(C=C1)NC(NCC=1C=NC=CC1)=O 3-{4-[(5-methylpyridin-2-yl)sulfamoyl]phenyl}-1-(pyridin-3-ylmethyl)urea